NC([C@H](C[C@H]1C(NCCC1)=O)NC([C@H](CC1CC1)NC(=O)C=1NC2=CC(=CC(=C2C1)Cl)F)=O)=O N-((S)-1-(((S)-1-amino-1-oxo-3-((S)-2-oxopiperidin-3-yl)propan-2-yl)amino)-3-cyclopropyl-1-oxopropan-2-yl)-4-chloro-6-fluoro-1H-indole-2-carboxamide